N-((S)-2,2-dicyclopropyl-1-(6-(((R)-2-oxopiperidin-3-yl)methyl)imidazo[1,2-b]pyridazin-2-yl)ethyl)-1-ethyl-1H-pyrazole-5-carboxamide C1(CC1)C([C@@H](C=1N=C2N(N=C(C=C2)C[C@@H]2C(NCCC2)=O)C1)NC(=O)C1=CC=NN1CC)C1CC1